2-(3-chlorophenyl)-2-methyl-1-phenylpropyl ((S)-1-(((S)-4-amino-3,4-dioxo-1-((S)-2-oxopyrrolidin-3-yl) butan-2-yl)amino)-1-oxohexan-2-yl)carbamate NC(C([C@H](C[C@H]1C(NCC1)=O)NC([C@H](CCCC)NC(OC(C(C)(C)C1=CC(=CC=C1)Cl)C1=CC=CC=C1)=O)=O)=O)=O